FC(OC1=CC=C(C=C1)N1C=NC(=C1)N)(F)F 1-(4-(trifluoromethoxy)phenyl)-1H-imidazol-4-amine